BrC1=C(C=CC(=C1)F)C1=NNC(OC12CC=C(CC2)C[C@H](C)NC(OC(C)(C)C)=O)=O tert-butyl ((2S)-1-(5-(2-bromo-4-fluorophenyl)-2-oxo-1-oxa-3,4-diazaspiro[5.5]undec-4,8-dien-9-yl)propan-2-yl)carbamate